F[C@H]1C[C@H](N(C1)S(=O)(=O)C1=CC=C(C=C1)OC)C(=O)O (2S,4S)-4-Fluoro-1-(4-methoxy-benzenesulfonyl)-pyrrolidine-2-carboxylic acid